NC1=CC=C(C=N1)C1=NC=2C=NC(=NC2N(C1=O)C(C)C)NC1CCC(CC1)N(C)C 6-(6-Amino-3-pyridyl)-2-[[4-(dimethylamino)cyclohexyl]amino]-8-isopropyl-pteridin-7-one